FC1=C(C(=C(C(=C1F)F)F)F)[B-](C1=C(C(=C(C(=C1F)F)F)F)F)(C1=C(C(=C(C(=C1F)F)F)F)F)C1=C(C(=C(C(=C1F)F)F)F)F.C[N+](C1=CC=C(C=C1)CCCCCCCCCCCCCCCCCCC)(CCCCCCCCCCCCCC)CCCCCCCCCCCCCC N-methyl-4-nonadecyl-N-tetradecyl-N-tetradecylanilinium [tetrakis(perfluorophenyl) borate]